C(C1=CC=CC=C1)N[C@@H](C(=O)OC)CC methyl (R)-2-(benzylamino)butanoate